1-((1-(4-(2,6-dioxopiperidin-3-yl)-2-fluorophenyl)piperidin-4-yl)methyl)-3-methoxybenzeneFormamide O=C1NC(CCC1C1=CC(=C(C=C1)N1CCC(CC1)CC1(CC(=CC=C1)OC)C(=O)N)F)=O